Cl.N[C@H]1CC(NC1)=O (S)-4-aminopyrrolidin-2-one-hydrochloride